(difluoromethyl)-2-ethoxybenzene FC(F)C1=C(C=CC=C1)OCC